5-(benzyloxy)-7-cyano-2-methylbenzofuran-3-carboxylic acid C(C1=CC=CC=C1)OC=1C=C(C2=C(C(=C(O2)C)C(=O)O)C1)C#N